S1(NC(C2=C1SC=C2)=O)=O thieno[3,2-d]isothiazol-3-one 1-oxide